5-(2-cyclopropylphenyl)-3-(trifluoromethyl)-2,3-dihydrospiro[inden-1,3'-pyrrolidine]-3-ol C1(CC1)C1=C(C=CC=C1)C=1C=C2C(CC3(CNCC3)C2=CC1)(O)C(F)(F)F